[Pd](Cl)Cl.N1=CC=C(C=C1)C=1C2=CC=C(N2)C(=C2C=CC(C(=C3C=CC(=C(C=4C=CC1N4)C4=CC=NC=C4)N3)C3=CC=NC=C3)=N2)C2=CC=NC=C2 5,10,15,20-tetra(4-pyridyl)porphyrin palladium (II) chloride